ClC1=C(N=C2N1C=CC(=C2)C(=O)O)C2=C(C(=CC=C2)F)C=2C(=NN(C2)C)C 3-chloro-2-(2-(1,3-dimethyl-1H-pyrazol-4-yl)-3-fluorophenyl)imidazo[1,2-a]pyridine-7-carboxylic acid